3,4,5-trifluoroacetylbenzene FC=1C=C(C=C(C1F)F)C(C)=O